5-[4-amino-5-(trifluoromethyl)pyrrolo[2,1-f][1,2,4]triazin-7-yl]-N-[(3R,4S)-4-fluoro-1-[(2S)-3,3,3-trifluoro-2-hydroxypropanoyl]pyrrolidin-3-yl]-2-methoxy-pyridine-3-carboxamide NC1=NC=NN2C1=C(C=C2C=2C=C(C(=NC2)OC)C(=O)N[C@@H]2CN(C[C@@H]2F)C([C@@H](C(F)(F)F)O)=O)C(F)(F)F